N-(5-chloro-2,4-dimethoxyphenyl)-3-hydroxy-2-naphthamide COC1=CC(=C(C=C1NC(=O)C2=CC3=CC=CC=C3C=C2O)Cl)OC